OC(CCNC1=C(C=C(C=C1)C(F)(F)F)[N+](=O)[O-])O dihydroxypropylamino-4-trifluoromethyl-2-nitrobenzene